ClC1=C2C(=NN(C2=CC=C1)C1OCCCC1)C1OCC(C1)(F)F 4-chloro-3-(4,4-difluorotetrahydrofuran-2-yl)-1-tetrahydropyran-2-yl-indazole